CC1(CC(CC(N1[O])(C)C)OC(=O)CCCCCCCCC(=O)OC2CC(N(C(C2)(C)C)[O])(C)C)C Bis(2,2,6,6-tetramethyl-4-piperidyl-1-oxyl) sebacate